Trans-3-[2-(8-chloro-4-oxo-chromen-2-yl)-5-ethyl-phenoxy]cyclobutane-carboxylic acid ClC=1C=CC=C2C(C=C(OC12)C1=C(O[C@@H]2C[C@H](C2)C(=O)O)C=C(C=C1)CC)=O